O[C@@]1([C@@H](CC[C@H](C1)C)C(C)C)C(=O)NCCC1=C(C=CC=C1)CC(=O)OC methyl 2-(2-(2-((1S,2S,5R)-1-hydroxy-2-isopropyl-5-methylcyclohexane-1-carboxamido) ethyl) phenyl)acetate